[(2,4-dichloropyrimidin-5-yl)methyl](imino)methyl-λ6-sulfanone di(2-fluorophenyl)(2-fluorovinyl)phosphonate FC1=C(C=CC=C1)OP(OC1=C(C=CC=C1)F)(=O)C=CF.ClC1=NC=C(C(=N1)Cl)C[SH2](=O)C=N